tert-butyl (2S)-2-amino-3,3-dimethylbutyrate hydrochloride Cl.N[C@H](C(=O)OC(C)(C)C)C(C)(C)C